(R)-N-(cyanomethyl)-N-(1-(4-(3,5-dimethylisoxazol-4-yl)phenyl)-2-(1,3-dioxoisoindolin-2-yl)ethyl)nitrosamide C(#N)CN(N=O)[C@@H](CN1C(C2=CC=CC=C2C1=O)=O)C1=CC=C(C=C1)C=1C(=NOC1C)C